(2S,3S)-3-amino-2-[(3-bromo-2-fluorophenyl)methyl]pyrrolidine-1-carboxylic acid tert-butyl ester N-(4-methylbenzene-1-sulfonyl)-L-phenylalanine salt CC1=CC=C(C=C1)S(=O)(=O)N[C@@H](CC1=CC=CC=C1)C(=O)O.C(C)(C)(C)OC(=O)N1[C@H]([C@H](CC1)N)CC1=C(C(=CC=C1)Br)F